N1N=CC(=C1)C1=CC=C(C=C1)NC1=NC(=NC=C1F)C1=CC2=C(CN(CCO2)C(=O)C2CC(C2)(F)F)C=C1 (8-(4-((4-(1H-pyrazol-4-yl)phenyl)amino)-5-fluoropyrimidin-2-yl)-2,3-dihydrobenzo[f](1,4)oxazepin-4(5H)-yl)(3,3-difluorocyclobutyl)methanone